(E)-N-(5-(7-(2-cyanovinyl)benzo[d]oxazol-2-yl)-8-(methylamino)-2,7-naphthyridin-3-yl)cyclopropanecarboxamide C(#N)/C=C/C1=CC=CC=2N=C(OC21)C2=C1C=C(N=CC1=C(N=C2)NC)NC(=O)C2CC2